C(C)(C)(C)C(CCC)OC(NC\C=C(\C(S(=O)(=O)C=1C=CC=C2C=CC=NC12)(F)F)/F)=O (Z)-(3,4,4-trifluoro-4-(quinolin-8-ylsulfonyl)but-2-en-1-yl)carbamic acid tert-butylButyl ester